[18F][C@@]1(C[C@H](O)[C@@H](CO)O1)N1C(=O)NC(=O)C(C)=C1 [18F]-fluorothymidine